COC=1C(=C(C(=C2C=CC=CC12)S(=O)(=O)O)S(=O)(=O)O)OC dimethoxyNaphthalenedisulfonic acid